8-(8-amino-3-((5,6-dihydro-11H-imidazo[1,2-a]pyrazolo[1,5-d][1,4]diazepin-8-yl)amino)-7-fluoroisoquinolin-6-yl)-4,9-dimethyl-1,2,3,4-tetrahydro-5H-pyrido[3,2-e][1,4]diazepin-5-one NC=1C(=C(C=C2C=C(N=CC12)NC1=NN2CC=3N(CCC2=C1)C=CN3)C3=C(C=1NCCN(C(C1N=C3)=O)C)C)F